N1=CC(=CC=C1)CC1N2CCC(C1OC1=CC=C(C=N1)C=1C=C3C=CNC3=CC1)CC2 Trans-5-[6-[2-(3-pyridylmethyl)quinuclidin-3-yl]oxy-3-pyridyl]-1H-indole